FC1CN(CCC1O)C(=O)[O-] 3-fluoro-4-hydroxypiperidine-1-carboxylate